C(C)(C)(C)N(C(O)=O)C[C@H]1CN(CC1)C1=NC=CC(=N1)NC1=NNC(=C1)C1CC1.C(C1=CC=CC=C1)N1N=C(C2=CC=CC=C2C1=O)C1=CC=C(C=C1)S(=O)(=O)N (4-(3-benzyl-4-oxo-3,4-dihydro-phthalazin-1-yl)phenyl)sulphonamide tert-Butyl-(R)-((1-(4-((5-Cyclopropyl-1H-pyrazol-3-yl)amino)pyrimidin-2-yl)pyrrolidin-3-yl)methyl)carbamate